2-[(2,6-difluoro-4-pyridinyl)-(2-isopropoxycetyl)amino]-N-(2,2-dimethylcyclobutyl)-5-methyl-thiazole-4-carboxamide FC1=NC(=CC(=C1)N(C=1SC(=C(N1)C(=O)NC1C(CC1)(C)C)C)CC(CCCCCCCCCCCCCC)OC(C)C)F